tert-butyl-[(2S)-2-iodopropoxy]-dimethyl-silane C(C)(C)(C)[Si](C)(C)OC[C@H](C)I